(2-Methyl-1H-indol-5-yl)methylamine CC=1NC2=CC=C(C=C2C1)CN